ClC1=NC(=CC(=C1)C1=C(N=C2N1N=C(C=C2)C(=O)N[C@H](C(C)(C)O)C)C2=CC(=CC=C2)C#N)C 3-(2-chloro-6-methyl-4-pyridinyl)-2-(3-cyanophenyl)-N-[(1S)-2-hydroxy-1,2-dimethyl-propyl]imidazo[1,2-b]pyridazine-6-carboxamide